1-Boc-1,4-diazepane C(=O)(OC(C)(C)C)N1CCNCCC1